ClC=1C(=C(C=CC1N)C1=CC(=CC=C1)Cl)N 3,3'-dichloro(diaminobiphenyl)